3-benzyl-4-[(4,4-difluorocyclohexyl)methyl]-4,5-dihydro-1,2,4-oxadiazol-5-one C(C1=CC=CC=C1)C1=NOC(N1CC1CCC(CC1)(F)F)=O